isopentyl chloromethyl ether ClCOCCC(C)C